FC1=C(C=C(C=C1)F)[C@@H]1N(C[C@H](C1)F)C1=NNC2=NC=C(C=C21)C=2OC(=NN2)COC(C)C 2-(3-((2R,4S)-2-(2,5-difluorophenyl)-4-fluoropyrrolidin-1-yl)-1H-pyrazolo[3,4-b]pyridin-5-yl)-5-(isopropoxymethyl)-1,3,4-oxadiazole